C(C)(C)N1CCC(CC1)N1N=CC(=C1)C=1C=C(C=2N(C1)N=CC2C#N)SC2=NC=CC=C2 6-[1-(1-isopropyl-4-piperidyl)pyrazol-4-yl]-4-(2-pyridylsulfanyl)pyrazolo[1,5-a]pyridine-3-carbonitrile